2-(ethylthio)pyrimidine-5-carbaldehyde C(C)SC1=NC=C(C=N1)C=O